di-n-propylaluminum n-butoxide [O-]CCCC.C(CC)[Al+]CCC